[1-(3-aminophenyl)cyclopropyl]methanol NC=1C=C(C=CC1)C1(CC1)CO